3-(4-(((tert-butyldimethylsilyl)oxy)methyl)phenoxy)allyl alcohol [Si](C)(C)(C(C)(C)C)OCC1=CC=C(OC=CCO)C=C1